methyl (R)-4-((tert-butoxycarbonyl)amino)-6,6,6-trifluorohexanoate C(C)(C)(C)OC(=O)N[C@H](CCC(=O)OC)CC(F)(F)F